N-methyl-N-((5-(1-(4-(trifluoromethyl)phenyl)-1H-pyrazolo[3,4-b]pyridin-3-yl)-1,3,4-oxadiazol-2-yl)methyl)cyanamide CN(C#N)CC=1OC(=NN1)C1=NN(C2=NC=CC=C21)C2=CC=C(C=C2)C(F)(F)F